1-ethyl-3-methylimidazole hexafluorophosphate ammonium salt [NH4+].F[P-](F)(F)(F)(F)F.C(C)N1CN(C=C1)C